FC1=C(C(=CC(=C1)O)O)C(C)=O 1-(2-fluoro-4,6-dihydroxyphenyl)ethan-1-one